(1-(tert-butoxycarbonyl)-1H-pyrrol-3-yl)boronic acid C(C)(C)(C)OC(=O)N1C=C(C=C1)B(O)O